FC(C(=O)O)(F)F.C(C1=CC=CC=C1)#N Benzonitrile trifluoroacetate salt